2,3,12,12a-tetrahydro-1H-pyrrolo[2',1':3,4][1,4]oxazepino[5,6,7-de]quinazoline N1CNC=2C=CC=C3C2C1N1C(CO3)=CC=C1